C(C)(=O)N1CC=2N(CC1)C(=NC2C=2C=CC=C1C=C(N=CC21)C=2C=CC(=NC2)C(=O)NC\C=C\C2=CC(=CC=C2)C2C(NC(CC2)=O)=O)CC (E)-5-(8-(7-Acetyl-3-ethyl-5,6,7,8-tetrahydroimidazo[1,5-a]pyrazin-1-yl)isoquinolin-3-yl)-N-(3-(3-(2,6-dioxopiperidin-3-yl)phenyl)allyl)picolinamide